N-[(1R,3S)-3-[6-(2,4-dimethylthiazol-5-yl)-[1,2,4]triazolo[4,3-a]pyridin-3-yl]cyclohexyl]-4-(oxetan-3-yloxy)-5-(trifluoromethyl)pyrimidin-2-amine CC=1SC(=C(N1)C)C=1C=CC=2N(C1)C(=NN2)[C@@H]2C[C@@H](CCC2)NC2=NC=C(C(=N2)OC2COC2)C(F)(F)F